4-tert-butyl 3-(9H-fluoren-9-yl)methyl (4R)-2,2-dioxo-1,2lambda6,3-oxathiazolidine-3,4-dicarboxylate O=S1(OC[C@@H](N1C(=O)OCC1C2=CC=CC=C2C=2C=CC=CC12)C(=O)OC(C)(C)C)=O